FC(C1=CC=C(CN=[N+]=[N-])C=C1)(F)F 4-trifluoromethyl-benzyl azide